CN(CCN1C=NC(=C1)C#CC=1C(=C(C(=CC1)O)N1CC(NS1(=O)=O)=O)F)C 5-(3-((1-(2-(dimethylamino)ethyl)-1H-imidazol-4-yl)ethynyl)-2-fluoro-6-hydroxyphenyl)-1,2,5-thiadiazolidin-3-one 1,1-dioxide